ClC1=NC=NC=2NC(CN(C12)CCOC)=O 4-chloro-5-(2-methoxyethyl)-5,8-dihydro-pteridin-7(6H)-one